(S)-2-ethynylmorpholine-4-carboxylic acid C(#C)[C@H]1CN(CCO1)C(=O)O